3-benzoylamino-N-(2-cyanoisoindolin-4-yl)benzamide C(C1=CC=CC=C1)(=O)NC=1C=C(C(=O)NC2=C3CN(CC3=CC=C2)C#N)C=CC1